(S)-3-chloro-1-(1-(methylsulfonyl)pyrrolidin-3-yl)-1H-pyrazol-4-amine ClC1=NN(C=C1N)[C@@H]1CN(CC1)S(=O)(=O)C